2-[(1R)-5-{5-chloro-2-[(oxacyclohex-4-yl)amino]pyrimidin-4-yl}-1-methyl-3-oxo-2,3-dihydro-1H-isoindol-2-yl]-N-[(1S)-1-(3-fluoro-3-methoxyphenyl)-2-hydroxyethyl]acetamide ClC=1C(=NC(=NC1)NC1CCOCC1)C=1C=C2C(N([C@@H](C2=CC1)C)CC(=O)N[C@H](CO)C=1CC(C=CC1)(OC)F)=O